C(C1=CC=CC=C1)N1C(=C2CCC(C(C2=C1Br)=O)Br)C1=CC=CC=C1 2-Benzyl-3,5-dibromo-1-phenyl-2,5,6,7-tetrahydro-4H-isoindol-4-one